{3-[(4-aminophenyl)diazenyl]phenyl}ethan-1-one tert-Butyl-(1-((3-(bromomethyl)phenyl)sulfonyl)piperidin-4-yl)carbamate tert-Butyl-piperidin-4-ylcarbamate C(C)(C)(C)N(C(O)=O)C1CCNCC1.C(C)(C)(C)N(C(O)=O)C1CCN(CC1)S(=O)(=O)C1=CC(=CC=C1)CBr.NC1=CC=C(C=C1)N=NC=1C=C(C=CC1)C(C)=O